BrC1=NC=C(C2=C1N=C(S2)NC(C2=CC=CC=C2)=O)N2CCOCC2 N-[4-bromo-7-(morpholin-4-yl)-[1,3]thiazolo[4,5-c]pyridin-2-yl]benzamide